C(CCCCCCC\C=C/C\C=C/CCCCC)(=O)OCC1=CC(=CC(=C1)COC(=O)OCC1CN(CCC1)CC)COC(CCC(OCCC#CCCCC)OCCC#CCCCC)=O 3-(((4,4-bis(oct-3-yn-1-yloxy)butanoyl)oxy)methyl)-5-(((((1-ethylpiperidin-3-yl)methoxy)carbonyl)oxy)methyl)benzyl (9Z,12Z)-octadeca-9,12-dienoate